9-(benzyloxy)-2-((S)-1-(4-fluorophenyl)-3,4-dihydroisoquinolin-2(1H)-yl)-1-oxa-3,7-diazaspiro[4.4]non-2-ene-7-carboxylate C(C1=CC=CC=C1)OC1CN(CC12CN=C(O2)N2[C@H](C1=CC=CC=C1CC2)C2=CC=C(C=C2)F)C(=O)[O-]